6-chloro-3-[[(1R)-1-(2-ethylsulfanyl-3,6-dimethyl-4-oxo-chromen-8-yl)ethyl]amino]pyridine-2-carbonitrile ClC1=CC=C(C(=N1)C#N)N[C@H](C)C=1C=C(C=C2C(C(=C(OC12)SCC)C)=O)C